S1S[C@@H](CC1)CCCCC(=O)OC1=C(C(=C(C=C1C(C)(C)C)C)CC=1NCCN1)C 6-(tert-butyl)-3-((4,5-dihydro-1H-imidazol-2-yl)methyl)-2,4-dimethylphenyl (R)-5-(1,2-dithiolan-3-yl)pentanoate